3-Ethoxy-N,N-dimethyl-N-propylamine N-oxide C(C)OCCC[N+](C)(C)[O-]